2-(((Benzyloxy)carbonyl)amino)-2-(1,4-dioxaspiro[4.5]dec-8-yl)acetic acid methyl ester COC(C(C1CCC2(OCCO2)CC1)NC(=O)OCC1=CC=CC=C1)=O